CC1N(C(CNC1)C)C1=C2CN(C(C2=C(C=C1)F)=O)C1C(NC(CC1)=O)=O 3-(4-(2,6-dimethylpiperazin-1-yl)-7-fluoro-1-oxoisoindolin-2-yl)piperidine-2,6-dione